C(CCCCCCCCCCCCCCCCC)OC=1C=C(CC2=C(CO)C=CC(=C2)OC)C=C(C1OCCCCCCCCCCCCCCCCCC)OCCCCCCCCCCCCCCCCCC 2-(3',4',5'-tris(octadecyloxy)benzyl)-4-methoxybenzyl alcohol